6-[5-[1-[benzyl-[6,8-bis(trifluoromethyl)quinazolin-4-yl]amino]ethyl]-1,2,4-triazol-1-yl]pyridine-3-carbonitrile C(C1=CC=CC=C1)N(C(C)C1=NC=NN1C1=CC=C(C=N1)C#N)C1=NC=NC2=C(C=C(C=C12)C(F)(F)F)C(F)(F)F